CC1(COC2=C(O1)C=CC=C2)CO (2-methyl-2,3-dihydrobenzo[b][1,4]dioxin-2-yl)methanol